ClC1=C(C(=O)NCC)C=C(C(=C1F)F)NC1=NC(=CC2=C1N(C=N2)C(C)C)C2=CC=C1C(C(N(C1=C2)C2CC(C2)(N2CCCCC2)C)=O)(C)C 2-chloro-5-((6-(3,3-dimethyl-1-((1s,3s)-3-methyl-3-(piperidin-1-yl)cyclobutyl)-2-oxoindolin-6-yl)-3-isopropyl-3H-imidazo[4,5-c]pyridin-4-yl)amino)-N-ethyl-3,4-difluorobenzamide